Cl.CCCCCCC Heptane hydrochloride